methyl 3-bromo-2-chloro-5-(ethyl(tetrahydro-2H-pyran-4-yl)amino)-6-methylbenzoate BrC=1C(=C(C(=O)OC)C(=C(C1)N(C1CCOCC1)CC)C)Cl